8-[2-Fluoro-4-[[5-(4-fluorophenyl)-4-hydroxy-6-methylpyridine-3-carbonyl]amino]phenoxy]-1,5-naphthyridine-3-carboxamide FC1=C(OC=2C=CN=C3C=C(C=NC23)C(=O)N)C=CC(=C1)NC(=O)C=1C=NC(=C(C1O)C1=CC=C(C=C1)F)C